(S)-N-methyl-tetrahydrofuran-3-amine CN[C@@H]1COCC1